(S)-1-(3-(1,5-dimethyl-1H-pyrazol-3-yl)-6-ethyl-8-fluoro-4-methylquinolin-2-yl)-N-(tetrahydrofuran-3-yl)piperidin-4-amine CN1N=C(C=C1C)C=1C(=NC2=C(C=C(C=C2C1C)CC)F)N1CCC(CC1)N[C@@H]1COCC1